CC1=CC(=O)C2=CC=CC=C2C1=O The molecule is a member of the class of 1,4-naphthoquinones that is 1,4-naphthoquinone which is substituted at position 2 by a methyl group. It is used as a nutritional supplement and for the treatment of hypoprothrombinemia. It has a role as a nutraceutical.